2,5-diallyloxy-p-phenylenediamine C(C=C)OC1=C(C=C(C(=C1)N)OCC=C)N